(S)-5-(5-(cyclopropylcarbamoyl)-4-fluoro-2-methylphenyl)-2-((1-hydroxypropan-2-yl)amino)-N,N-dimethylnicotinamide C1(CC1)NC(=O)C=1C(=CC(=C(C1)C=1C=NC(=C(C(=O)N(C)C)C1)N[C@H](CO)C)C)F